2-(3,5-dichloro-4-(3-(1-cyclopropyl-1H-pyrazol-4-yl)-4-hydroxybenzyl)phenoxy)-N-methylacetamide ClC=1C=C(OCC(=O)NC)C=C(C1CC1=CC(=C(C=C1)O)C=1C=NN(C1)C1CC1)Cl